C(C)(=O)C1=CN=CC2=CC=CC=C12 4-acetylisoquinolin